[Ce].[Mn].[Ce] cerium-manganese cerium